C[C@@H]1CC[C@H]([C@@H](C1)OC(=O)C(C)O)C(C)C (-)-Menthyl lactate